C1(CC1)C=1C=2N(C=C(C1)C1=NN=CN1C1=CC=C(C=C1)F)C(=CN2)C=2C=CC(=NC2)NC(OC)=O methyl N-[5-[8-cyclopropyl-6-[4-(4-fluorophenyl)-1,2,4-triazol-3-yl]imidazo[1,2-a]pyridin-3-yl]-2-pyridyl]carbamate